C(CCCCCCCCCCC)S(=P(O)(O)O)(CCCCCCCCCCCC)CCCCCCCCCCCC.P(OCCCCCCCCCCCC)(OCCCCCCCCCCCC)(OCCCCCCCCCCCC)=S trilauryl phosphorothioate (trilaurylthiophosphate)